O1C(OCC1)CC1(CCC(N(C1)C(C)C)=O)C1=NC=CC=C1 5-((1,3-Dioxolan-2-yl)methyl)-1-isopropyl-5-(pyridin-2-yl)piperidin-2-one